(3R,4R)-4-(2-aminothiazol-5-yl)-3-fluoro-piperidine-1-carboxylic acid tert-butyl ester C(C)(C)(C)OC(=O)N1C[C@@H]([C@@H](CC1)C1=CN=C(S1)N)F